CC1=C(CC2=CC=C(C=C2)OCCC(=O)O)C=C(C=C1)[C@@H]1O[C@@H]([C@H]([C@@H]([C@H]1O)O)O)SC 3-(4-(2-methyl-5-((2s,3r,4r,5s,6r)-3,4,5-trihydroxy-6-(methylthio)tetrahydro-2H-pyran-2-yl)benzyl)phenyloxy)propanoic acid